N-(bis(3-(tripropylsilyl)phenyl)phosphaneyl)-N-cyclooctyl-1,1-bis(4-(tributylsilyl)phenyl)phosphanamine C(CC)[Si](C=1C=C(C=CC1)P(N(P(C1=CC=C(C=C1)[Si](CCCC)(CCCC)CCCC)C1=CC=C(C=C1)[Si](CCCC)(CCCC)CCCC)C1CCCCCCC1)C1=CC(=CC=C1)[Si](CCC)(CCC)CCC)(CCC)CCC